ClC1=NC2=C(C(=CC=C2C(=N1)N1CC2(CNS(N2)(=O)=O)CCC1)C1=CC(=CC2=CC=C(C(=C12)CC)F)OCOC)F 7-(2-chloro-7-(8-ethyl-7-fluoro-3-(methoxymethoxy)naphthalen-1-yl)-8-fluoroquinazolin-4-yl)-2-thia-1,3,7-triazaspiro[4.5]decane 2,2-dioxide